ClC1=CC=C(C=C1)C=1C=C2C(=NC1)NN=C2C(=O)C=2C(=C(C(=CC2)F)NS(=O)(=O)CC)F N-(3-(5-(4-chlorophenyl)-1H-pyrazolo[3,4-b]pyridine-3-carbonyl)-2,6-difluorophenyl)ethanesulfonamide